NC(C(=O)O)CCCCN 2,6-diamino-hexanoic acid